C1=CC=CC=2C3=CC=CC=C3C(C12)COC(=O)NCCC(=O)O 3-(((9H-fluoren-9-yl)methoxy)carbonylamino)propionic acid